tert-butyl 3-(3-methoxy-1H-pyrazol-1-yl)azetidine-1-carboxylate COC1=NN(C=C1)C1CN(C1)C(=O)OC(C)(C)C